Cl.CC(CN)CCl 2-methylchloropropylamine HCl